BrC=1C2=C(C=3NC(C=4N(C3C1Cl)C(=NN4)C)(C)C)CCO2 6-bromo-5-chloro-3,11,11-trimethyl-8,9,10,11-tetrahydrofuro[3,2-f][1,2,4]triazolo[4,3-a]quinoxaline